(2-(benzyloxy)ethyl)triphenylphosphonium bromide [Br-].C(C1=CC=CC=C1)OCC[P+](C1=CC=CC=C1)(C1=CC=CC=C1)C1=CC=CC=C1